N-cyclohexyl-5-((5-cyclopropylpyridin-2-yl)ethynyl)-1H-pyrrolo[2,3-b]pyridin-4-amine C1(CCCCC1)NC=1C2=C(N=CC1C#CC1=NC=C(C=C1)C1CC1)NC=C2